FC1=C(C(=O)OC)C=C(C=C1)[N+](=O)[O-] methyl 2-fluoro-5-nitrobenzoate